1-methyl-6-[4-[3-(4-methylpiperazin-1-yl)propoxy]phenoxy]indazole-5-carboxamide CN1N=CC2=CC(=C(C=C12)OC1=CC=C(C=C1)OCCCN1CCN(CC1)C)C(=O)N